ClC=1C=C(C=C(C1)C(C)(C)O)S(=O)(=O)NC(NC1=C(C=C(C=C1C(C)C)F)C(C)C)=O 3-chloro-N-(4-fluoro-2,6-diisopropylphenylcarbamoyl)-5-(2-hydroxypropan-2-yl)benzenesulfonamide